(rac)-((1s,3s)-3-Hydroxy-3-methylcyclobutyl)(6-(imidazo[1,2-a]pyridin-8-yl)-2-azaspiro[3.4]octan-2-yl)methanone OC1(CC(C1)C(=O)N1CC2(C1)C[C@@H](CC2)C=2C=1N(C=CC2)C=CN1)C |r|